(S)-(4-(2-((3-chloro-5-methylbenzyl)amino)ethyl)-2,5-dimethoxyphenyl)(imino)-(methyl)-λ6-sulfanone ClC=1C=C(CNCCC2=CC(=C(C=C2OC)[S@@](=O)(C)=N)OC)C=C(C1)C